OCC1=C(N)C(=CC=C1)O 2-hydroxymethyl-6-hydroxyaniline